1-Spiro[4.5]dec-7-en-7-yl-4-penten-1-on C1CCCC12CC(=CCC2)C(CCC=C)=O